N-(4-(2-((3-amino-6-(2-hydroxyphenyl)pyridazin-4-yl)oxy)ethyl)benzyl)-2-(piperazin-1-yl)acetamide NC=1N=NC(=CC1OCCC1=CC=C(CNC(CN2CCNCC2)=O)C=C1)C1=C(C=CC=C1)O